trifluoromethyl-N-(m-tolyl)acethydrazide FC(F)(F)CC(=O)N(N)C=1C=C(C=CC1)C